(4-methylthiophenyl)-carbazole CC=1C=C(SC1)C1=CC=CC=2C3=CC=CC=C3NC12